N-(1-(4-(trifluoromethyl)phenyl)-1H-indol-5-yl)acrylamide FC(C1=CC=C(C=C1)N1C=CC2=CC(=CC=C12)NC(C=C)=O)(F)F